(E)-4-{2-[3-(4-benzyloxy-3-hydroxyphenyl)-2,3-diethoxypropyl] sulfonylvinyl}-2-hydroxyphenyl acetate C(C)(=O)OC1=C(C=C(C=C1)\C=C\S(=O)(=O)CC(C(OCC)C1=CC(=C(C=C1)OCC1=CC=CC=C1)O)OCC)O